benzo[b]thien-3-ylboronic acid S1C2=C(C(=C1)B(O)O)C=CC=C2